(tosyloxy)pyrrolidine S(=O)(=O)(C1=CC=C(C)C=C1)ON1CCCC1